ClC1=CC=C(C[C@H](NC(OC(C(F)(F)C2=CC(=CC=C2)Cl)C2=CC=CC=C2)=O)C(N[C@H](C(C(NCC)=O)OC(C)=O)C[C@H]2C(NCC2)=O)=O)C=C1 acetic acid (6S,9S)-6-(4-chlorobenzyl)-1-(3-chlorophenyl)-1,1-difluoro-4,7,11-trioxo-9-(((S)-2-oxopyrrolidin-3-yl) methyl)-2-phenyl-3-oxa-5,8,12-triazatetradec-10-yl ester